C(CC(O)(C(=O)[O-])CC(=O)[O-])(=O)[O-].[Al+3] aluminum (III) citrate